6-Ethyl-3-({3-methoxy-4-[4-(4-methylpiperazin-1-yl)piperidin-1-yl]phenyl}amino)-5-(tetrahydro-2H-pyran-4-ylamino)pyrazine-2-carboxamide C(C)C1=C(N=C(C(=N1)C(=O)N)NC1=CC(=C(C=C1)N1CCC(CC1)N1CCN(CC1)C)OC)NC1CCOCC1